[Si](C)(C)(C(C)(C)C)OC[C@@H]1[C@H]([C@@H]([C@@H](O1)N1C=C(C2=C1N=CN=C2NC(OC(C)C)=O)I)F)O isopropyl (7-((2R,3S,4R,5R)-5-(((tert-butyldimethylsilyl)oxy)methyl)-3-fluoro-4-hydroxy tetrahydrofuran-2-yl)-5-iodo-7H-pyrrolo[2,3-d]pyrimidin-4-yl)carbamate